1-diethylaminoadamantane C(C)N(C12CC3CC(CC(C1)C3)C2)CC